3-(2-nitroethyl)-4-benzyloxyindole [N+](=O)([O-])CCC1=CNC2=CC=CC(=C12)OCC1=CC=CC=C1